OC(COCC(C)N(C1=CC=C(C=C1)C)C(COCC(C)O)C)C N,N-bis-(2-hydroxypropyloxypropylene)-p-toluidine